OCC[C@]1(OC2=C(C1)C=C(C(=C2)N2CCOCC2)NC(=O)C=2C=NN1C2N=CC=C1)C (S)-N-(2-(2-hydroxyethyl)-2-methyl-6-morpholino-2,3-dihydrobenzofuran-5-yl)pyrazolo[1,5-a]pyrimidine-3-carboxamide